C(C)C=1N(C(=CN1)C=O)S(=O)(=O)N(C)C 2-ethyl-5-formyl-N,N-dimethyl-1H-imidazole-1-sulfonamide